6-(2-methoxyphenyl)-8-methyl-2-(methylsulfanyl)-5-[2-(triisopropylsilyl)ethynyl]pyrido[2,3-d]pyrimidin-7-one COC1=C(C=CC=C1)C1=C(C2=C(N=C(N=C2)SC)N(C1=O)C)C#C[Si](C(C)C)(C(C)C)C(C)C